(R)-1-(5-chloro-3-(1-(2,4-dichlorophenyl) ethyl)-3H-[1,2,3]triazolo[4,5-d]pyrimidin-7-yl) cyclopropylacetate C1(CC1)CC(=O)OC=1C2=C(N=C(N1)Cl)N(N=N2)[C@H](C)C2=C(C=C(C=C2)Cl)Cl